Methyl 4-(2-(2-aminopyridin-3-yl)-5-(6-fluoropyridin-3-yl)-3H-imidazo[4,5-b]pyridin-3-yl)benzoate NC1=NC=CC=C1C1=NC=2C(=NC(=CC2)C=2C=NC(=CC2)F)N1C1=CC=C(C(=O)OC)C=C1